N-[6-chloro-4-(trifluoromethyl)-2,3-dihydro-1-benzofuran-7-yl]-2-[2-(1,3-dihydro-2-benzofuran-5-yl)-5-ethyl-7-oxo-6-(piperazin-1-yl)-[1,2,4]triazolo[1,5-a]pyrimidin-4-yl]acetamide ClC1=C(C2=C(CCO2)C(=C1)C(F)(F)F)NC(CN1C=2N(C(C(=C1CC)N1CCNCC1)=O)N=C(N2)C2=CC1=C(COC1)C=C2)=O